tert-butyl-4-bromothiazol-5-ylcarbamate C(C)(C)(C)OC(NC1=C(N=CS1)Br)=O